tert-butyl (2-(4-(2-(6-((1,4-dioxan-2-yl)methoxy)-3-ethyl-4-hydroxypyridin-2-yl)ethyl)phenoxy)ethyl)carbamate O1C(COCC1)COC1=CC(=C(C(=N1)CCC1=CC=C(OCCNC(OC(C)(C)C)=O)C=C1)CC)O